[Zr].[Li].[La] Lanthanum Lithium Zirconium